OC1=C2C(=NNC2=CC=C1)C=O 4-HYDROXY-1H-INDAZOLE-3-CARBOXALDEHYDE